6-(2-fluorophenyl)-1,4-benzoxazinoimidazolone FC1=C(C=CC=C1)C1=CC2=C(N=C3C(=NC(N3)=O)O2)C=C1